COC=1C=C(C=CC1OC)[C@@]12CCN([C@H]2C=C(CC1)OC(CCNC(=O)OC(C)(C)C)=O)C (3aS,7aS)-3a-(3,4-dimethoxyphenyl)-1-methyl-2,3,3a,4,5,7a-hexahydro-1H-indol-6-yl-3-((tert-butoxycarbonyl)amino)propanoate